FC(C(C(F)(F)F)(O)C1=CC=C(C=C1)C1=C(C=C(C=C1)CN1C[C@@H](N(CC1)CC1=CC=NC=C1)CC(=O)OC(C)C)C)(F)F isopropyl (S)-2-(4-((4'-(1,1,1,3,3,3-hexafluoro-2-hydroxypropan-2-yl)-2-methyl-[1,1'-biphenyl]-4-yl)methyl)-1-(pyridin-4-ylmethyl)piperazin-2-yl)acetate